2-thia-6-azaspiro[3.3]heptane 2,2-dioxide C1S(CC12CNC2)(=O)=O